7-((R)-4-acryloyl-2-(hydroxymethyl)piperazin-1-yl)-9-chloro-10-(2,4-difluorophenyl)-2,3-dihydro-5H-[1,4]thiazino[2,3,4-ij]quinazolin-5-one C(C=C)(=O)N1C[C@@H](N(CC1)C1=NC(N2C3=C(C(=C(C=C13)Cl)C1=C(C=C(C=C1)F)F)SCC2)=O)CO